(R)-N-(2-methyl-4-(N-(1-(piperidin-4-yl)ethyl)sulfamoyl)phenyl)tetrahydro-2H-pyran-4-carboxamide CC1=C(C=CC(=C1)S(N[C@H](C)C1CCNCC1)(=O)=O)NC(=O)C1CCOCC1